ClC=1C=C(C=CC1F)NC(N(C(C)C1=CNC(C2=CC=C(C=C12)F)=O)CC1COC(OC1)(C)C)=O 3-(3-Chloro-4-fluorophenyl)-1-((2,2-dimethyl-1,3-dioxan-5-yl)methyl)-1-(1-(6-fluoro-1-oxo-1,2-dihydroisoquinolin-4-yl)ethyl)urea